N-[2-(difluoromethyl)-4-pyridinyl]carbamic acid phenyl ester C1(=CC=CC=C1)OC(NC1=CC(=NC=C1)C(F)F)=O